(R)-6-(2-chloro-3,5-dimethoxyphenyl)-N-(4-(hexahydropyrazino[2,1-c][1,4]oxazin-8(1H)-yl)phenyl)-[1,2,4]triazolo[4',3':1,6]pyrido[2,3-d]pyrimidin-2-amine ClC1=C(C=C(C=C1OC)OC)C1=CC2=C(N=C(N=C2)NC2=CC=C(C=C2)N2C[C@@H]3COCCN3CC2)N2C1=NN=C2